C1(CCCCC1)CNC[C@@H]1[C@@H]([C@@H]2CC[C@H]([C@@H]3CC[C@]4(OO[C@]32[C@H](O1)O4)C)C)C 1-cyclohexyl-N-{[(3R,5aS,6R,8aS,9R,10S,12R,12aR)-3,6,9-trimethyldecahydro-12H-3,12-epoxypyrano[4,3-j][1,2]benzodioxepin-10-yl]methyl}methanamine